FC(OC1=NC(=CC=C1NC(OC(C)(C)C)=O)C([2H])([2H])[2H])F tert-butyl (2-(difluoromethoxy)-6-(methyl-d3)pyridin-3-yl)carbamate